2-chloro-4-(4-isopropylpiperazin-1-yl)pyridin-3-amine ClC1=NC=CC(=C1N)N1CCN(CC1)C(C)C